CS(=O)(=O)OCCOCCOCCOCCOC(CCCCCCCCCCCC)C(COCCCCCCCC\C=C/CCCCCCCC)OCCCCCCCC\C=C/CCCCCCCC 2-[2-[2-[2-[1-[1,2-bis[(Z)-octadec-9-enoxy]ethyl]tridecoxy]ethoxy]ethoxy]ethoxy]ethyl methanesulfonate